5-Cyano-N-[2-(4,4-dimethylcyclohexen-1-yl)-6-[(1R,5R)-1,5-dimethyl-8-oxabicyclo[3.2.1]octa-2,6-dien-3-yl]-3-pyridyl]-1H-imidazole-2-carboxamide C(#N)C1=CN=C(N1)C(=O)NC=1C(=NC(=CC1)C1=C[C@]2(C=C[C@@](C1)(O2)C)C)C2=CCC(CC2)(C)C